4,8-dioxanonenoic acid C(C=COCCCOC)(=O)O